5-chloro-2-methylindole ClC=1C=C2C=C(NC2=CC1)C